CC1NCCC(C1)C(=O)O 2-methylpiperidine-4-carboxylic acid